N-methyl-7H-pyrrolo[2,3-d]pyrimidine-7-carboxamide CNC(=O)N1C=CC2=C1N=CN=C2